C(C)(C)(C)OC(=O)N1[C@H]([C@]2(CC1)NC(COC2)=O)COC2CCC(CC2)C2=C(C=CC=C2)OCCCC(=O)OCC |o1:8,9| tert-butyl-rel-(1R,5S)-7-oxo-1-({[(1s,4s)-4-[2-(4-ethoxy-4-oxobutoxy)phenyl]cyclohexyl]oxy}methyl)-9-oxa-2,6-diazaspiro[4.5]decane-2-carboxylate